N-[2-amino-8-(furan-2-yl)-[1,2,4]triazolo[1,5-a]pyrazin-6-yl]cyclopropanecarboxamide NC1=NN2C(C(=NC(=C2)NC(=O)C2CC2)C=2OC=CC2)=N1